(S)-4-(1-aminoethyl)-N-(4-chlorophenyl)-6-morpholino-1,3,5-triazin-2-amine N[C@@H](C)C1=NC(=NC(=N1)N1CCOCC1)NC1=CC=C(C=C1)Cl